N1CCC2COC=CN21 tetrahydropyrazolo[5,1-C][1,4]oxazine